O[C@H]1[C@H](CN[C@@H]([C@H]1O)NC(C(F)(F)F)=O)C(=O)O (3S,4S,5R,6R)-4,5-dihydroxy-6-[(2,2,2-trifluoroacetyl)amino]piperidine-3-carboxylic acid